FC=1C=CC=2N(C1)C(=CN2)C(=O)C2=CC=C(C=C2)[N+](=O)[O-] (6-Fluoroimidazo[1,2-a]pyridin-3-yl)(4-nitrophenyl)methanone